4-carbonyl-tetramethyl-piperidine C(=O)=C1C(C(N(CC1)C)(C)C)C